CC1OC(CN(C1)C1=CC(=C(C=C1)NC1=CC=2OCC(NC2N=C1)=O)C)C 7-((4-(2,6-dimethylmorpholino)-2-methylphenyl)amino)-2H-pyrido[3,2-b][1,4]oxazin-3(4H)-one